CC(C(CCC(=O)N1CCN(CC1)C1=C(C=CC=C1)C)=O)C 5-methyl-1-[4-(o-tolyl)piperazin-1-yl]hexane-1,4-dione